C(CCCCCCC\C=C/CCCCCCCC)(=O)OCC(COC(CCCCCCC\C=C/CCCCCCCC)=O)(COCC(COC(CCCCCCC\C=C/CCCCCCCC)=O)(COC(CCCCCCC\C=C/CCCCCCCC)=O)COC(CCCCCCC\C=C/CCCCCCCC)=O)COC(CCCCCCC\C=C/CCCCCCCC)=O dipentaerythritol hexa(oleate)